C=CCN1CCC23C4C(=O)CCC2(C1CC5=C3C(=C(C=C5)O)O4)O 4a,9-dihydroxy-3-prop-2-enyl-2,4,5,6,7a,13-hexahydro-1H-4,12-methanobenzofuro[3,2-e]isoquinoline-7-one